C(C=C)C1=C(C(=CC=2NC([C@H]3N(CC4=CC=CC=C4C3)C(C21)=O)O)OCCCC(=O)OC)OC Allyl-(6aS)-6-hydroxy-2-methoxy-3-(4-methoxy-4-oxobutoxy)-14-oxo-6,6a,7,12-tetrahydrobenzo[5,6][1,4]diazepino[1,2-b]isoquinoline